6-chloro-4-(difluoromethyl)-8-oxa-3,5-diazatricyclo[7.4.0.02,7]trideca-1(9),2(7),3,5,10,12-hexaene ClC1=NC(=NC=2C=3C=CC=CC3OC12)C(F)F